6-[3-[4-[[(4-cyclohexyl-butyl)amino]carbonyl]-2-oxazolyl]-7-oxabicyclo-[2.2.1]hept-2-yl]-4-hexenoic acid C1(CCCCC1)CCCCNC(=O)C=1N=C(OC1)C1C(C2CCC1O2)CC=CCCC(=O)O